C1(CC1)C1=NC(=C(C#N)C=C1)NC1=C(C=CC=C1)F 6-cyclopropyl-2-((2-fluorophenyl)amino)nicotinonitrile